(7R)-N'-((1,2,3,5,6,7-hexahydro-s-indacen-4-yl)carbamoyl)-7-(methylamino)-5,6,7,8-tetrahydropyrazolo[5,1-b][1,3]oxazepine-3-sulfonimidamide C1CCC2=C(C=3CCCC3C=C12)NC(=O)N=S(=O)(N)C=1C=NN2C1OCC[C@H](C2)NC